7-chloro-3-cycloheptyl-5-phenyl-1H-benzo[e][1,4]diazepin-2(3H)-one ClC1=CC2=C(NC(C(N=C2C2=CC=CC=C2)C2CCCCCC2)=O)C=C1